BrCC1=CC=C(C=C1)C1=NC2(CC2)CO1 5-(4-(Bromomethyl)phenyl)-6-oxa-4-azaspiro[2.4]hept-4-ene